3,6-difluoro-11-azatricyclo[6.2.1.02,7]Undecene-2,4,6,9-tetraene FC1=C2C=3C=CC(C2=C(C=C1)F)N3